2-methylpent-4-en CC(C)CC=C